1-(pyridin-2-yl)piperidine-4-carboxamide N1=C(C=CC=C1)N1CCC(CC1)C(=O)N